C(C)(CCC)C1=CC=C(C(=O)C2=C(C(=O)O)C=CC=C2)C=C1 2-(4-sec-amyl-benzoyl)benzoic acid